C(C)(C)(C)C1=CC=C(C(=O)N(CC(=O)O)CC#N)C=C1 N-(4-tert-butylbenzoyl)-N-(cyanomethyl)glycine